2-{6-[(3r,5s)-3,5-dimethylpiperazin-1-yl]pyridazin-3-yl}-5-([1,2,4]triazolo[1,5-a]pyridin-6-yl)pyridin-3-ol C[C@@H]1CN(C[C@@H](N1)C)C1=CC=C(N=N1)C1=NC=C(C=C1O)C=1C=CC=2N(C1)N=CN2